CC=1N=C(SC1C)NC(C1=C(C(=CC=C1)NCCCCCCCCCCO)C)=O N-(4,5-dimethylthiazol-2-yl)-3-((10-hydroxydecyl)amino)-2-methylbenzamide